FC(S(=O)(=O)OC1=CC=C2C(=C(C=NC2=C1)C1=CC=C(C=C1)C(F)(F)F)C(C1=CC=C(C=C1)OCCN1CC(C1)CF)=O)(F)F 4-(4-(2-(3-(fluoromethyl)azetidin-1-yl)ethoxy)benzoyl)-3-(4-(trifluoromethyl)phenyl)quinolin-7-yl trifluoromethanesulfonate